γ-linolenoyl-proline C(CCCC\C=C/C\C=C/C\C=C/CCCCC)(=O)N1[C@@H](CCC1)C(=O)O